CNC1=CC=C2CCN(CC2=C1)C=1C=NC(=NC1)C1=NC=CC=N1 n-methyl-2-(2-pyrimidin-2-ylpyrimidin-5-yl)-3,4-dihydro-1H-isoquinolin-7-amine